CN(N)C(C1=CC=CC=C1)=O N-methyl-benzoyl-hydrazine